N,N-dimethyl-anthranilic acid CN(C=1C(C(=O)O)=CC=CC1)C